3-amino-1-(3,4-dichlorophenyl)-2,2-difluoropropan-1-ol TFA salt OC(=O)C(F)(F)F.NCC(C(O)C1=CC(=C(C=C1)Cl)Cl)(F)F